z-tetramethyluronium hexafluorophosphate F[P-](F)(F)(F)(F)F.CN(C(=[N+](C)C)O)C